(4-methoxy-5-prop-1-ynyl-pyrimidin-2-yl)-bis(p-anisyl)amine COC1=NC(=NC=C1C#CC)N(CC1=CC=C(C=C1)OC)CC1=CC=C(C=C1)OC